C(C)(C)(C)OC(N[C@@H](CSC1=CC=CC=C1)CC=O)=O (R)-(4-oxo-1-(phenylsulfanyl)butan-2-yl)carbamic acid tert-butyl ester